OC1(CC1)C1=NN(C=N1)C1CC2(CN(C2)C(=O)N2CC3(C2)CC(C3)CC3=NC=C(N=C3)C(F)(F)F)C1 [6-[3-(1-hydroxycyclopropyl)-1,2,4-triazol-1-yl]-2-azaspiro[3.3]heptan-2-yl]-[6-[[5-(trifluoromethyl)pyrazin-2-yl]methyl]-2-azaspiro[3.3]heptan-2-yl]methanone